4-([1,1'-biphenyl]-4-yl)-5,5-difluoro-2-(phenylamino)pent-4-enoic acid benzyl ester C(C1=CC=CC=C1)OC(C(CC(=C(F)F)C1=CC=C(C=C1)C1=CC=CC=C1)NC1=CC=CC=C1)=O